BrC=1SC(=CC1CN)F (2-bromo-5-fluorothiophen-3-yl)methanamine